OC=1C=C(C(=O)O)C=CC1\N=N\C1=C(C=CC=C1)C1=NC(=NC=C1)NC1=CC=C(C=C1)C(F)(F)F (E)-3-hydroxy-4-((2-(2-((4-(trifluoromethyl)phenyl)amino)pyrimidin-4-yl)phenyl)diazenyl)benzoic acid